COC(C1=C(CNCC(=O)NC=2C=C3CC4(C(NC5=NC=CC=C54)=O)CC3=CC2)C=CC(=C1)F)OC 2-((2-(Dimethoxymethyl)-4-fluorobenzyl)amino)-N-(2'-oxo-1,1',2',3-tetrahydrospiro[indene-2,3'-pyrrolo[2,3-b]pyridin]-5-yl)acetamide